1-(4-(4-Amino-1-isopropyl-1H-pyrazolo[3,4-d]pyrimidin-3-yl)phenyl)-3-(3-(perfluorobutyl)phenyl)urea NC1=C2C(=NC=N1)N(N=C2C2=CC=C(C=C2)NC(=O)NC2=CC(=CC=C2)C(C(C(C(F)(F)F)(F)F)(F)F)(F)F)C(C)C